C(#C)C1=CC=CC=2C(N([C@H]3C=4N([C@@H](C21)C3)C3=C(N4)C=CC(=C3)C=3C=NN(C3)C)C([2H])([2H])[2H])=O (7R,14R)-1-ethynyl-6-(methyl-d3)-11-(1-methyl-1H-pyrazol-4-yl)-6,7-dihydro-7,14-methanobenzo[f]benzo[4,5]imidazo[1,2-a][1,4]diazocin-5(14H)-one